NC=1C(=NC(=C(N1)C=1OC=CN1)C=1C=CC=2N(C1)C(=CN2)C)C(=O)NCC2OC(C2)(C)C 3-amino-N-((4,4-dimethyloxetan-2-yl)methyl)-6-(3-methylimidazo[1,2-a]pyridin-6-yl)-5-(oxazol-2-yl)pyrazine-2-carboxamide